NCC=1C=NC(=NC1)C1=C(OC2=C(C=NC(=C2)N2CCCC2)C#N)C=C(C=C1)C#N 4-[2-[5-(aminomethyl)pyrimidin-2-yl]-5-cyanophenoxy]-6-pyrrolidin-1-ylpyridine-3-carbonitrile